C(N)(=N)C=1C=C(OC=2C(=C3C=CNC3=CC2F)SCCN(C(OCC2=CC=CC=C2)=O)C)C=CC1 benzyl (2-((5-(3-carbamimidoylphenoxy)-6-fluoro-1H-indol-4-yl)thio)ethyl)(methyl)carbamate